C(C)(C)(C)OC(=O)N1CC2=C(C=CC=C2CC1)CN1CCCC12CCN(CC2)C(=O)OC(C(F)(F)F)C(F)(F)F 1,1,1,3,3,3-hexafluoropropane-2-yl 1-((2-(tert-butoxycarbonyl)-1,2,3,4-tetrahydroisoquinolin-8-yl) methyl)-1,8-diazaspiro[4.5]Decane-8-carboxylate